[Cr].[V].[Na] sodium-vanadium-chromium